FC=1C(=C(C=CC1)N1CCN(CC1)C(=O)OC(C)(C)C)[N+](=O)[O-] Tert-Butyl 4-(3-Fluoro-2-Nitrophenyl)Piperazine-1-Carboxylate